FC=1C=C(C=NC1)[C@H]1N(OCC1)C(=O)C1CCN(CC1)C1=NC(=NC=C1)N1C(CCC1)=O 1-[4-[4-[(3S)-3-(5-fluoropyridin-3-yl)-1,2-oxazolidine-2-carbonyl]piperidin-1-yl]pyrimidin-2-yl]pyrrolidin-2-one